C1(CCCC1)N1C2=NC(=NC=C2N=C1NC1=CC=CC=C1)NC1=CC=C(C=C1)N1CCC(CC1)N1CCN(CC1)CC1=CC=C(C=C1)C1C(NC(CC1)=O)=O 3-(4-((4-(1-(4-((9-cyclopentyl-8-(phenylamino)-9H-purin-2-yl)amino)phenyl)piperidin-4-yl)piperazin-1-yl)methyl)phenyl)piperidine-2,6-dione